ethyl 2-({6-[(1,3-benzothiazol-2-yl) amino]-4-ethyl-5-methylpyridazin-3-yl} amino)-1,3-thiazole-4-carboxylate S1C(=NC2=C1C=CC=C2)NC2=C(C(=C(N=N2)NC=2SC=C(N2)C(=O)OCC)CC)C